2,6-Diisopropyl-aniline hydrochloride Cl.C(C)(C)C1=C(N)C(=CC=C1)C(C)C